C(CC)N(CCCC[C@@H](C(NCC(NCOCC(F)(F)F)=O)=O)NC([C@H](C(C)C)NC(CCCC#CC=1C=NC(=NC1)S(=O)(=O)C)=O)=O)CCC N-((10S,13S)-10-(4-(dipropylamino)butyl)-1,1,1-trifluoro-14-methyl-6,9,12-trioxo-3-oxa-5,8,11-triazapentadecan-13-yl)-6-(2-(methanesulfonyl)pyrimidin-5-yl)hexan-5-ynamide